(6Ar)-9-methyl-6-methylidene-3-octyl-6a,7,8,10a-tetrahydrobenzo[c]chromen-1-ol CC1=CC2[C@H](C(OC=3C=C(C=C(C23)O)CCCCCCCC)=C)CC1